OC(C=1C=NC(=NC1)N1CCN(CC1)C(=O)OC(C)(C)C)C1=CC=C(C=C1)B1OC(C(O1)(C)C)(C)C tert-butyl 4-(5-(hydroxy(4-(4,4,5,5-tetramethyl-1,3,2-dioxaborolan-2-yl)phenyl)methyl)pyrimidin-2-yl)piperazine-1-carboxylate